C(C)OC([C@@H](CN1N=CN=C1)O)=O (R)-2-hydroxy-3-(1H-1,2,4-triazol-1-yl)propionic acid ethyl ester